CN1C(=CC2=CC=CC=C12)C1=NC(=NC=C1)Cl 1-methyl-(2-chloro-4-pyrimidinyl)indole